CNC(=O)C1=CC2=C(N(C(=N2)C2=CC=CC=C2)C2=CC3=C(NC(N3)=O)C=C2)C=C1 n-methyl-1-(2-oxo-1,3-dihydro-benzoimidazol-5-yl)-2-phenyl-benzoimidazole-5-carboxamide